5-PHENYL-1H-PYRROLO[2,3-B]PYRIDINE-3-CARBOXALDEHYDE C1(=CC=CC=C1)C=1C=C2C(=NC1)NC=C2C=O